C(C=C)(=O)N1CCC(CC1)(C(=O)N([C@@H](C(C)C)C(=O)O)C)F N-(1-acryloyl-4-fluoropiperidine-4-carbonyl)-N-methyl-L-valine